CC=1C(=C2C=NN(C2=CC1C)C1OCCCC1)C1=C(C=2N=C(N=C(C2C=N1)OCC(F)(F)F)OCC1(CC1)CN(C)C)F 1-(1-(((7-(5,6-dimethyl-1-(tetrahydro-2H-pyran-2-yl)-1H-indazol-4-yl)-8-fluoro-4-(2,2,2-trifluoroethoxy)pyrido[4,3-d]pyrimidin-2-yl)oxy)methyl)cyclopropyl)-N,N-dimethylmethanamine